BrC=1C=CC(=NC1)NC=1C(=CC=CC1C)N N2-(5-bromo-2-pyridyl)-3-methyl-benzene-1,2-diamine